N-hydroxymethyl-3,4,5,6-tetrahydrophthalimide OCN1C(C2=C(C1=O)CCCC2)=O